CN(CCO)C1COC1 2-(Methyl(oxetan-3-yl)amino)ethan-1-ol